tert-Butyl (1S,4S)-5-((S or R)-6-chloro-2-(3-(dimethylamino) azetidin-1-yl)-8-fluoro-7-(3-hydroxy-naphthalen-1-yl)quinazolin-4-yl)-2,5-diazabicyclo[2.2.1]heptane-2-carboxylate ClC=1C=C2C(=NC(=NC2=C(C1C1=CC(=CC2=CC=CC=C12)O)F)N1CC(C1)N(C)C)N1[C@@H]2CN([C@H](C1)C2)C(=O)OC(C)(C)C